COC=1C(C=C(C(C1)=O)OC)=O 2,5-dimethoxy-1,4-benzoquinone